1-(6-ethynylpyridin-2-yl)ethanone C(#C)C1=CC=CC(=N1)C(C)=O